methyl 2-(7-(((tert-butoxycarbonyl)amino)methyl)-4,7-dihydrothieno[2,3-c]pyridin-6(5H)-yl)propanoate C(C)(C)(C)OC(=O)NCC1N(CCC2=C1SC=C2)C(C(=O)OC)C